6-fluoro-4-iodo-1H-pyrazolo[3,4-b]pyridine FC1=CC(=C2C(=N1)NN=C2)I